5-(bis(6-bromo-1H-indol-3-yl)methyl)benzene-1,2,3-triol BrC1=CC=C2C(=CNC2=C1)C(C=1C=C(C(=C(C1)O)O)O)C1=CNC2=CC(=CC=C12)Br